4-amino-2,6-bis((E)-3,4-difluorobenzylidene)cyclohexan-1-one NC1C\C(\C(/C(/C1)=C/C1=CC(=C(C=C1)F)F)=O)=C/C1=CC(=C(C=C1)F)F